C[S@@](=O)CCCCN=C=S The molecule is a sulforaphane in which the sulfinyl group has R configuration. Naturally occurring compound found in brocolli that acts as a potent inducer of phase II detoxification enzymes. It is an enantiomer of a (S)-sulforaphane.